BrC=1C(=C2C(=NC1)NC(=N2)C2=C(N(C(=C2)C)C2=CC=C(C(=O)NCCN(C)C)C=C2)C)N[C@@H]2CN(CC2)S(=O)(=O)CC (S)-4-(3-(6-Bromo-7-((1-(ethylsulfonyl)pyrrolidin-3-yl)amino)-3H-imidazo[4,5-b]pyridin-2-yl)-2,5-dimethyl-1H-pyrrol-1-yl)-N-(2-(dimethylamino)ethyl)benzamid